BrC=1C=C2C(=NC1F)N=C(S2)N2C(=CC=C2C)C 6-bromo-2-(2,5-dimethyl-1H-pyrrol-1-yl)-5-fluorothiazolo[4,5-b]pyridine